C(C)(C)(C)OC(N(CCC1=CC=CC=C1)CCCO)=O tert-Butyl(3-hydroxypropyl)(phenethyl)carbamate